(2S,5R)-N-{[(2R,4R)-4-(Piperidin-1-ylmethyl)-pyrrolidin-2-yl]methyloxy}-7-oxo-6-(sulfooxy)-1,6-diazabicyclo[3.2.1]octane-2-carboxamide N1(CCCCC1)C[C@@H]1C[C@@H](NC1)CONC(=O)[C@H]1N2C(N([C@H](CC1)C2)OS(=O)(=O)O)=O